Ethyl-n-butyl-magnesium C(C)[Mg]CCCC